Oleic acid 2-ethylhexyl ester C(C)C(COC(CCCCCCC\C=C/CCCCCCCC)=O)CCCC